CC1C(C(CCC1)=O)CC(=O)OC methyl 2-(2-methyl-6-oxocyclohexyl)acetate